N-((R)-2-(tert-Butoxy)-1-(7-((S*)-cyclopropyl(4,4,4-trifluorobutanamido)methyl)imidazo[1,2-b]pyridazin-2-yl)ethyl)-1-isopropyl-1H-pyrazole-5-carboxamide C(C)(C)(C)OC[C@@H](C=1N=C2N(N=CC(=C2)[C@@H](NC(CCC(F)(F)F)=O)C2CC2)C1)NC(=O)C1=CC=NN1C(C)C |o1:15|